C1(CCCC1)N1C2=NC(=NC=C2N=C1NC1=CC=CC=C1)NC1=CC=C(C=C1)N1CCN(CC1)CC=1C=C2CN(C(C2=C(C1)F)=O)C1C(NC(CC1)=O)=O 3-(5-((4-(4-((9-cyclopentyl-8-(phenylamino)-9H-purin-2-yl)amino)phenyl)piperazin-1-yl)methyl)-7-fluoro-1-oxoisoindolin-2-yl)piperidine-2,6-dione